4-chloro-2-(cyclobutoxy)-6-methyl-pyrimidine ClC1=NC(=NC(=C1)C)OC1CCC1